ClC1=CC=C(C=C1)[C@@]1(N(C(C2=CC(=CC=C12)C(C)(C)O)=O)CC1=CC=C(C=C1)C#C)OCC1(CC1)CO (3R)-3-(4-chlorophenyl)-2-[(4-ethynylphenyl)methyl]-3-{[1-(hydroxymethyl)cyclopropyl]methoxy}-6-(2-hydroxypropan-2-yl)-2,3-dihydro-1H-isoindol-1-one